1-(tert-Butyl)-3-(4-(tert-butylthio)phenyl)-5-methyl-pyrazol-4-ol C(C)(C)(C)N1N=C(C(=C1C)O)C1=CC=C(C=C1)SC(C)(C)C